BrCC1=CC=C(CNC(=O)[C@H]2[C@@H](CC[C@H](C2)C)C(C)C)C=C1 (1R,2S,5R)-N-(4-(bromomethyl)benzyl)-2-isopropyl-5-methylcyclohexanecarboxamide